COC1=C(C=C(N=N1)C=1C(NC(NC1)=O)=O)C1=CN(C=C1)CC1=CC=C(C=C1)OC 5-(6-methoxy-5-(1-(4-methoxybenzyl)-1H-pyrrol-3-yl)pyridazin-3-yl)pyrimidine-2,4(1H,3H)-dione